ClC1=CC2=C(S1)C1(CC(NC(C1)C1=CC(=NC=C1)C)C)OCC2 (2S)-2-chloro-2'-methyl-6'-(2-methyl-4-pyridyl)spiro[4,5-dihydrothieno[2,3-c]pyran-7,4'-piperidine]